3-bromo-4-iodo-5-methyl-phenol BrC=1C=C(C=C(C1I)C)O